β-chlorophenetole ClCCOC1=CC=CC=C1